ClC1=NC=NC(=C1N)C1=CC(=CC(=C1)Cl)Cl 4-chloro-6-(3,5-dichlorophenyl)pyrimidin-5-amine